CC1(OB(OC1(C)C)C1=NC2=CC=CC=C2C=C1)C (4,4,5,5-tetramethyl-1,3,2-dioxaborolan-2-yl)quinoline